(R)-6-(6-(1-(difluoromethyl)-1H-pyrazol-4-yl)imidazo[1,2-b]pyridazin-3-yl)-N-(piperidin-4-yl)pyridin-2-amine FC(N1N=CC(=C1)C=1C=CC=2N(N1)C(=CN2)C2=CC=CC(=N2)NC2CCNCC2)F